t-butyltri(t-butoxy)tin C(C)(C)(C)[Sn](OC(C)(C)C)(OC(C)(C)C)OC(C)(C)C